(S)-5,6,6a,7-tetrahydro-1,10-dimethoxy-4H-dibenzo[de,g]Quinoline-2,9-diol COC1=C(C=C2CCN[C@H]3CC4=C(C1=C23)C=C(C(=C4)O)OC)O